2-(2-(pyridin-4-yl)propan-2-yl)-3,4-dihydronaphthalen-1(2H)-one N1=CC=C(C=C1)C(C)(C)C1C(C2=CC=CC=C2CC1)=O